FC(CN1C=CC=2C(=NC(=CC21)NC=2SC(=CN2)C)OCC2N(CC2)C(C=C)=O)F 1-(2-(((1-(2,2-difluoroethyl)-6-((5-methylthiazol-2-yl)amino)-1H-pyrrolo[3,2-c]pyridin-4-yl)oxy)methyl)azetidin-1-yl)prop-2-en-1-one